ClC=1N=NC(=CC1)C1=CC(=CC=C1)OC 3-chloro-6-(3-methoxyphenyl)pyridazine